N-Fmoc-4-(phosphomethylethyl)L-phenylalanine C(=O)(OCC1C2=CC=CC=C2C2=CC=CC=C12)N[C@@H](CC1=CC=C(C=C1)C(C)CP(=O)(O)O)C(=O)O